FC=1C=C(CN2N=CC(=C2)C2=NC=3N=CN(C(C3N2)=O)CCC)C=CC1C(F)(F)F 8-[1-(3-Fluoro-4-trifluoromethyl-benzyl)-1H-pyrazol-4-yl]-1-propyl-1,7-dihydro-purin-6-one